C(C)(C)(C)OC(=O)N1CC(CCC1)NC(C1=CC=C(C=C1)NC=1C(=NN(C1)C1=C(C=CC=C1Cl)Cl)C(N)=O)=O tert-butyl-3-(4-((3-carbamoyl-1-(2,6-dichlorophenyl)-1H-pyrazol-4-yl)amino)benzamido)piperidine-1-carboxylate